FC1=C(C=CC(=C1F)B1OC(C(O1)(C)C)(C)C)C=1C=CC(=NC1)OCCOCCOCCOCCOCCOCC1=CC=CC=C1 5-(2,3-difluoro-4-(4,4,5,5-tetramethyl-1,3,2-dioxaborolan-2-yl)phenyl)-2-((1-phenyl-2,5,8,11,14-pentaoxahexadecan-16-yl)oxy)pyridine